CC1=CC=CC=2N1C(=CN2)C(=O)[O-].[Li+] lithium 5-methylimidazo[1,2-a]pyridine-3-carboxylate